FC(OC1=CC2=C(C=C1F)C1=NC=CC=C1O2)F 7-(difluoromethoxy)-8-fluoro-benzofuro[3,2-b]pyridine